COC1=CC2=C(N(C=N2)C2=CC=C(C(=N2)N2CCOCC2)CO)C=C1OC (6-(5,6-Dimethoxy-1H-benzo[d]imidazol-1-yl)-2-morpholinopyridin-3-yl)methanol